[Co].[Mn].[Ni].[Li].[Ni] nickel lithium nickel-manganese-cobalt